2-(7-chloroimidazo[1,5-a]pyridin-1-yl)-N-(6-((6-cyclopropylimidazo[1,2-a]pyridin-2-yl)methyl)pyrimidin-4-yl)acetamide formic acid salt C(=O)O.ClC1=CC=2N(C=C1)C=NC2CC(=O)NC2=NC=NC(=C2)CC=2N=C1N(C=C(C=C1)C1CC1)C2